1,3-bis(t-butyl-peroxypropyl)benzene C(C)(C)(C)OOCCCC1=CC(=CC=C1)CCCOOC(C)(C)C